(1S,2R,3s,4R)-4-(4-amino-5-bromo-7H-pyrrolo[2,3-d]pyrimidin-7-yl)-2,3-dihydroxy-N-(3-(phenethylamino)propyl)cyclopentane-1-carboxamide NC=1C2=C(N=CN1)N(C=C2Br)[C@H]2[C@@H]([C@@H]([C@H](C2)C(=O)NCCCNCCC2=CC=CC=C2)O)O